N-(2-((2-(Dimethylamino)ethyl)(methyl)amino)-4-methoxy-5-((4-(1-Methyl-1H-pyrrolo[3,2-b]pyridin-3-yl)pyrimidin-2-yl)amino)phenyl)acrylamid CN(CCN(C1=C(C=C(C(=C1)OC)NC1=NC=CC(=N1)C1=CN(C=2C1=NC=CC2)C)NC(C=C)=O)C)C